2-(5-(5-(1H-benzo[d]imidazol-6-yl)-1,2,4-oxadiazol-3-yl)-1H-benzo[d][1,2,3]triazol-1-yl)-2-methylpropan-1-ol N1C=NC2=C1C=C(C=C2)C2=NC(=NO2)C2=CC1=C(N(N=N1)C(CO)(C)C)C=C2